CC1=NC(=CC=C1NS(=O)(=O)C)C=1N=NN(C1NC(=O)N[C@H](C(F)(F)F)C1=CC=CC=C1)C (S)-N-(2-methyl-6-(1-methyl-5-(3-(2,2,2-trifluoro-1-phenylethyl)ureido)-1H-1,2,3-triazol-4-yl)pyridin-3-yl)methanesulfonamide